2-O-(L-lysyl)-4'-nitro-2',5-dichlorosalicylanilide hydrochloride Cl.N[C@@H](CCCCN)C(=O)OC=1C(C(=O)NC2=C(C=C(C=C2)[N+](=O)[O-])Cl)=CC(=CC1)Cl